(S)-2-((2-((4-chloro-2-fluorobenzyl)oxy)-6'-oxo-3',6'-dihydro-[3,4'-bipyridin]-1'(2'H)-yl)methyl)-1-(oxetan-2-ylmethyl)-1H-benzo[d]imidazole-6-carboxylic acid ClC1=CC(=C(COC2=NC=CC=C2C=2CCN(C(C2)=O)CC2=NC3=C(N2C[C@H]2OCC2)C=C(C=C3)C(=O)O)C=C1)F